6-bromo-4-fluoro-1-[(4-ethoxyphenyl)ethyl]indazole BrC1=CC(=C2C=NN(C2=C1)CCC1=CC=C(C=C1)OCC)F